NCCN1C(=CC=C1C(NCC1=CC=C(C=C1)Cl)=O)C(=O)OCC ethyl 1-(2-aminoethyl)-5-((4-chlorobenzyl) carbamoyl)-1H-pyrrole-2-carboxylate